C(C)C(C(C)C(=O)OC(C)(C)C)(CCCC)C(=O)[O-] 2-tert-butyl 3-ethyl-heptane-2,3-dicarboxylate